CN1C(N(C=C1)CCCCC)C 1,2-dimethyl-3-pentylimidazole